N=C1C=CC=2C(=N1)C=CC=CC2 iminocyclohepta[b]pyridine